(R)-2-(4-(methyl(1-methylpiperidin-3-yl)amino)-1H-pyrrolo[2,3-d]pyridazin-7-yl)phenol CN(C1=C2C(=C(N=N1)C1=C(C=CC=C1)O)NC=C2)[C@H]2CN(CCC2)C